NC=1C(=NNC1N)C(O)C(C)O 4,5-diamino-1-hydroxyethyl-3-hydroxymethylpyrazole